FC(OC1=C(C=CC=C1)CNC)(F)F 1-(2-trifluoromethoxyphenyl)-N-methylmethanamine